2-((3-(2-chloro-3-phenylanilino)isothiazolo[4,5-b]pyridin-6-ylmethylene)amino)-3-hydroxybutyric acid ClC1=C(NC2=NSC=3C2=NC=C(C3)C=NC(C(=O)O)C(C)O)C=CC=C1C1=CC=CC=C1